C(C)N=C(C)C1=NC=CC=C1 2-[1-(ethylimino)-ethyl]pyridin